(S)-(3-((1-(6-(2-(ethyl(isopropyl)carbamoyl)-4-fluorophenoxy)-1,2,4-triazine-5-yl)pyrrolidin-3-yl)methyl)-3-azaspiro[5.5]undecane-9-yl)propylcarbamate C(C)N(C(=O)C1=C(OC2=C(N=CN=N2)N2C[C@@H](CC2)CN2CCC3(CC2)CCC(CC3)CCCNC([O-])=O)C=CC(=C1)F)C(C)C